BrCC1CCC(CC1)CN1CCC(CC1)OC1=CC(=C(C=C1)NC(OC(C)(C)C)=O)OC tert-butyl (4-((1-(((1R,4R)-4-(bromomethyl)cyclohexyl)methyl)piperidin-4-yl)oxy)-2-methoxyphenyl)carbamate